C12(CC3CC(CC(C1)C3)C2)C(C(=O)N)OC2=NC(=NC(=C2)CC(C)C)SC (ADAMANTAN-1-YL)-2-((6-ISOBUTYL-2-(METHYLTHIO)PYRIMIDIN-4-YL)OXY)ACETAMIDE